CN1CCN(CC1)C1=C(C=C(C=C1)NC1=NC=CC(=N1)C1=CC2=CC=CC=C2C=C1)C(F)(F)F N-(4-(4-methylpiperazin-1-yl)-3-(trifluoromethyl)phenyl)-4-(naphthalen-2-yl)pyrimidin-2-amine